4-[2-(2-aminopyridin-3-yl)-5-phenylimidazo[4,5-b]pyridin-3-yl]-N-[2-(4-formyl-3-hydroxyphenyl)ethyl]benzenesulfonamide NC1=NC=CC=C1C1=NC=2C(=NC(=CC2)C2=CC=CC=C2)N1C1=CC=C(C=C1)S(=O)(=O)NCCC1=CC(=C(C=C1)C=O)O